FC1=CC=2N(C=C1C1CCN(CC1)S(=O)(=O)C=1C(=CC3=C(CCO3)C1)F)N=CN2 7-fluoro-6-(1-((6-fluoro-2,3-dihydrobenzofuran-5-yl)sulfonyl)piperidin-4-yl)-[1,2,4]triazolo[1,5-a]pyridine